5'-Bromo-1'-methylspiro[cyclobutane-1,3'-indole]-2'-one BrC=1C=C2C3(C(N(C2=CC1)C)=O)CCC3